C1(CC1)C1=CC(=CC(=N1)C(=O)NC1=CC(=CC=C1)C1(COC1)[C@H](C1=NN=CN1C)F)CN1CC(C1)(C)F (R)-6-cyclopropyl-N-(3-(3-(fluoro(4-methyl-4H-1,2,4-triazol-3-yl)methyl)oxetan-3-yl)phenyl)-4-((3-fluoro-3-methylazetidin-1-yl)methyl)picolinamide